ClC1=NC=C(C(=N1)C=1C=C2N(CCCNC2=O)C1)Cl 8-(2,5-dichloropyrimidin-4-yl)-2,3,4,5-tetrahydro-1H-pyrrolo[1,2-a][1,4]diazepin-1-one